1-methyl-4,6-dihydropyrrolo[3,4-d]imidazole-2,5(1H)-dicarboxylic acid 5-tert-butyl 2-ethyl ester CCOC(=O)C1=NC2=C(N1C)CN(C2)C(=O)OC(C)(C)C